COC(C(CCCCCCC)F)=O fluoro-nonanoic acid methyl ester